isopropyl (trans-4-(5-(2-sulfamoylphenyl)thiazol-2-yl)cyclohexyl)carbamate S(N)(=O)(=O)C1=C(C=CC=C1)C1=CN=C(S1)[C@@H]1CC[C@H](CC1)NC(OC(C)C)=O